C1(CC=CC1)C(=O)N(C(OC(C)(C)C)=O)C1=CC(=C(C=C1)C)OC tert-Butyl cyclopent-3-enecarbonyl(3-methoxy-4-methylphenyl)carbamate